7-amino-2-methyl-4-{[3-(trifluoromethyl)phenyl]methyl}-2H-1,4-benzoxazin-3-one NC1=CC2=C(N(C(C(O2)C)=O)CC2=CC(=CC=C2)C(F)(F)F)C=C1